IC1=C(C=CC=C1)S(=O)(=O)N 2-iodobenzene-1-sulfonamide